C(C)C=1C(=CC(=C(C(=O)O)C1)O)OC 5-ethyl-2-hydroxy-4-methoxybenzoic acid